N[C@@H]1CC=CC[C@H]1C1=C(C2=NC(=CC(=C2S1)NCC=1SC=CC1)Cl)C#CCCCO 5-(2-((1r,6r)-6-aminocyclohex-3-en-1-yl)-5-chloro-7-((thiophen-2-ylmethyl)amino)thieno[3,2-b]pyridin-3-yl)pent-4-yn-1-ol